1-(6-(5-(2-methoxyquinoline-6-yl)pyridin-3-yl)-2,6-diazaspiro[3.3]heptane-2-yl)-2-(1H-pyrazol-1-yl)ethane-1-one COC1=NC2=CC=C(C=C2C=C1)C=1C=C(C=NC1)N1CC2(CN(C2)C(CN2N=CC=C2)=O)C1